FC1=C(C=CC(=C1C1CCC=2N(C1)C=NC2C=2N(C=CN2)COCC[Si](C)(C)C)F)NS(=O)(=O)C=2C(=NC=C(C2)F)C N-[2,4-difluoro-3-[1-(1-[[2-(trimethylsilyl)ethoxy]methyl]imidazol-2-yl)-5H,6H,7H,8H-imidazo[1,5-a]pyridin-6-yl]phenyl]-5-fluoro-2-methylpyridine-3-sulfonamide